FC=1C=C(C(=O)NCC(NC2=NC=C(C=N2)C2=NOC(=N2)C(F)(F)F)C2=CC=C(C=C2)F)C=CC1 3-fluoro-N-[2-(4-fluorophenyl)-2-[[5-[5-(trifluoromethyl)-1,2,4-oxadiazol-3-yl]pyrimidin-2-yl]amino]ethyl]benzamide